sodium (Z)-2-(1-(4-(dimethylamino)benzylidene)-5-fluoro-2-methyl-1H-inden-3-yl)acetate CN(C1=CC=C(\C=C/2\C(=C(C3=CC(=CC=C23)F)CC(=O)[O-])C)C=C1)C.[Na+]